7-cyclopentyl-N-(2-methoxyphenyl)-2-((5-(piperazin-1-yl)pyridin-2-yl)amino)-7H-pyrrolo[2,3-d]pyrimidine-6-carboxamide C1(CCCC1)N1C(=CC2=C1N=C(N=C2)NC2=NC=C(C=C2)N2CCNCC2)C(=O)NC2=C(C=CC=C2)OC